N-[(1S,4R)-9-(Dichloromethylene)-1,2,3,4-tetrahydro-1,4-methanonaphthalen-5-yl]-3-(difluoromethyl)-1-methyl-1H-pyrazole-4-carboxamide ClC(=C1[C@H]2CC[C@@H]1C1=C(C=CC=C21)NC(=O)C=2C(=NN(C2)C)C(F)F)Cl